C(C1=CC=CC=C1)OC=1C=C2C=CC(=C(C2=CC1)OC1=CC=C(OCCN2N=NC(=C2)C=O)C=C1)C1=CC=C(C=C1)S(=O)(=O)C 1-(2-(4-((6-(benzyloxy)-2-(4-(methylsulfonyl)phenyl)naphthalene-1-yl)oxy)phenoxy)ethyl)-1H-1,2,3-triazole-4-aldehyde